BrC=1C=C2C(=NN(C(C2=CC1F)=O)CC(=O)NC1=NC=NC=C1F)C(C)C 2-(6-bromo-7-fluoro-1-oxo-4-propan-2-ylphthalazin-2-yl)-N-(5-fluoropyrimidin-4-yl)acetamide